C(CCCCCCCCC(C)C)OCCCN iso-dodecyloxypropylamine